2,5-naphthalene-dicarboxylic acid C1=C(C=CC=2C(=CC=CC12)C(=O)O)C(=O)O